(R)-N-(1-(3-Amino-5-(trifluoromethyl)phenyl)ethyl)-6-(2-methoxyethoxy)-2-methyl-7-(Piperidin-4-yloxy)quinazolin-4-amine NC=1C=C(C=C(C1)C(F)(F)F)[C@@H](C)NC1=NC(=NC2=CC(=C(C=C12)OCCOC)OC1CCNCC1)C